C1CCCC=2C3=CC=CC=C3NC12 1,2,3,4-tetrahydrocarbazole